CC1=C(C=C(C(=C1)O)C(C)(C)C)SC1=C(C=C(C(=C1)C(C)(C)C)O)C di(2-methyl-5-tert-butyl-4-hydroxyphenyl) thioether